(R)-(-)-2-Phenyl-glycine methyl ester COC([C@H](N)C1=CC=CC=C1)=O